1-(2-furyl-methyl)-1H-pyrrole O1C(=CC=C1)CN1C=CC=C1